3-(3-(2-(6-(2,5-dimethyl-1H-pyrrol-1-yl)-4-methylpyridin-2-yl)ethyl)-4,5-difluorophenyl)-N,N-dimethylprop-2-yn-1-amine CC=1N(C(=CC1)C)C1=CC(=CC(=N1)CCC=1C=C(C=C(C1F)F)C#CCN(C)C)C